Tert-butyl (E)-(3-(tert-butoxy)-1-((2-(((4-(3,5-dimethoxystyryl)phenoxy) carbonyl)oxy)ethyl)amino)-1-oxopropan-2-yl)carbamate C(C)(C)(C)OCC(C(=O)NCCOC(=O)OC1=CC=C(C=C1)\C=C\C1=CC(=CC(=C1)OC)OC)NC(OC(C)(C)C)=O